SC1NN(C(S1)=S)C1=CC=CC=C1 5-mercapto-3-phenyl-1,3,4-thiadiazolidine-2-thione